OC1=C(C=CC(=C1)O)C1=NC(=NC(=N1)C1=C(C=C(C=C1)O)O)C1=C(C=C(C=C1)C)C 2,4-bis(2,4-dihydroxyphenyl)-6-(2,4-dimethylphenyl)-s-triazine